(3,4-dihydroxyphenyl)-3'-(3-methoxybenzoyl)-1'-methylspiro[indoline-3,2'-pyrrolidin]-2-one OC=1C=C(C=CC1O)C1(C2(N(CC1)C)C(NC1=CC=CC=C12)=O)C(C1=CC(=CC=C1)OC)=O